1-(2-Chloro-4-nitrophenyl)-4-(trifluoromethyl)-1H-1,2,3-triazole ClC1=C(C=CC(=C1)[N+](=O)[O-])N1N=NC(=C1)C(F)(F)F